C(C)NCCC1=CC=C(C=C1)CC=1C2=C(OCCC1C1=C(C=CC=C1)C)C=C(C=C2)OC N-ethyl-2-(4-((8-methoxy-4-(o-tolyl)-2,3-dihydrobenzo[b]oxepin-5-yl)methyl)phenyl)ethan-1-amine